N-[4-(3-cyanophenyl)-5-(2,6-dimethyl-4-pyridinyl)thiazol-2-yl]-1,3-dimethyl-2-oxo-1,3,8-triazaspiro[4.5]decane-8-carboxamide C(#N)C=1C=C(C=CC1)C=1N=C(SC1C1=CC(=NC(=C1)C)C)NC(=O)N1CCC2(CN(C(N2C)=O)C)CC1